FC1(C(C1)C=1C=NN2C1N=C(N=C2N(CC2=CC=C(C=C2)OC)CC2=CC=C(C=C2)OC)N2CCOCC2)F 8-(2,2-difluorocyclopropyl)-N,N-bis[(4-methoxyphenyl)methyl]-2-(morpholin-4-yl)pyrazolo[1,5-a][1,3,5]triazin-4-amine